FC(OC1=NC(=CC=C1NC(=O)C1(CC(C1)NC)C1=C(C=CC=C1)C(C)C)C)F N-(2-(difluoromethoxy)-6-methylpyridin-3-yl)-1-(2-isopropylphenyl)-3-(methylamino)cyclobutane-1-carboxamide